C1(=CC=CC2=CC=CC=C12)C1=NC2=CC=CC=C2C=C1.C1(=CC=CC2=CC=CC=C12)C1=NC2=CC=CC=C2C=C1.[Ir+3] iridium (III) bis[(naphthyl)quinoline]